8-(3-Cyclopropyl-5-fluoro-1H-indol-7-yl)-9-fluoro-1,4,4,6-tetramethyl-5H-[1,2,4]triazolo[4,3-a]quinoxaline C1(CC1)C1=CNC2=C(C=C(C=C12)F)C1=CC(=C2NC(C=3N(C2=C1F)C(=NN3)C)(C)C)C